2-chloro-4-fluoro-thiophene ClC=1SC=C(C1)F